4-(2-(methylamino)ethyl)piperidine-1-carboxylic acid tert-butyl ester C(C)(C)(C)OC(=O)N1CCC(CC1)CCNC